N=1C(OC=C2C1C=NC=C2)=O pyrido[3,4-d][1,3]oxazin-2-one